N-tert-Butyl-3-[3-fluoro-4-[(2-isopropylimidazol-1-yl)methyl]phenyl]-5-iso-butylthiophene-2-sulfonamide C(C)(C)(C)NS(=O)(=O)C=1SC(=CC1C1=CC(=C(C=C1)CN1C(=NC=C1)C(C)C)F)CC(C)C